5-{[1-(3-fluoropyridin-2-yl)ethyl]thio}[1,3]thiazolo[4,5-d]pyrimidine-2,7-diamine FC=1C(=NC=CC1)C(C)SC=1N=C(C2=C(N1)N=C(S2)N)N